BrC1=NN(C(=N1)NCC1=C(C=C(C=C1)OC)OC)C1=C(C=C(C=C1)[N+](=O)[O-])F 3-bromo-N-(2,4-dimethoxybenzyl)-1-(2-fluoro-4-nitrophenyl)-1H-1,2,4-Triazole-5-amine